(2S,3S)-2-((((9H-Fluoren-9-yl)methoxy)carbonyl)amino)-3-(4-methoxy-1H-indol-3-yl)butanoic acid C1=CC=CC=2C3=CC=CC=C3C(C12)COC(=O)N[C@H](C(=O)O)[C@@H](C)C1=CNC2=CC=CC(=C12)OC